COC(=O)C1=C(NC(=C(C1C=1C2=C(SC1)C(=CC=C2)C#N)C(=O)OC)CO)C2CC2 4-(7-Cyanobenzo[b]thiophen-3-yl)-2-cyclopropyl-6-(hydroxymethyl)-1,4-dihydropyridine-3,5-dicarboxylic acid dimethyl ester